1,2,4,5-tetrakis(tetramethylguanidino)benzene CN(C(N(C1=C(C=C(C(=C1)N(C(=NC)N(C)C)C)N(C(=NC)N(C)C)C)N(C(=NC)N(C)C)C)C)=NC)C